Decan-8-ylmethylmethylmethylmethanesulfonate CCCCCCCC(CC)OS(=O)(=O)C(C)(C)C